1,3,5,7-tetramethyl-1,3,5,7-tetradecyltetrasiloxane C[SiH](O[Si](O[Si](O[SiH](CCCCCCCCCC)C)(CCCCCCCCCC)C)(CCCCCCCCCC)C)CCCCCCCCCC